FCC1=CNC=C1CF 3,4-difluoromethylpyrrole